C(C)N1C(C(=CC(=C1)[N+](=O)[O-])C(F)(F)F)=O 1-ethyl-5-nitro-3-(trifluoromethyl)pyridin-2-one